tert-butyl 4-(6-(1H-imidazol-2-yl)-2-methylpyridin-3-yl)piperazine-1-carboxylate N1C(=NC=C1)C1=CC=C(C(=N1)C)N1CCN(CC1)C(=O)OC(C)(C)C